(3-(difluoromethoxy)cyclobutyl)carbamic acid tert-butyl ester C(C)(C)(C)OC(NC1CC(C1)OC(F)F)=O